N-(5-(4-(4-aminoimidazo[2,1-f][1,2,4]triazin-7-yl)-1H-pyrazol-1-yl)-6-methylpyridin-3-yl)-4-(trifluoromethyl)pyridineamide NC1=NC=NN2C1=NC=C2C=2C=NN(C2)C=2C=C(C=NC2C)NC(=O)C2=NC=CC(=C2)C(F)(F)F